C1(CC1)C1=NC=NC(=C1C1=NC=C2C(=N1)N(N=C2)CC2=CC=C(C=C2)C=2N(C=C(N2)C(F)(F)F)CC)OC(F)F 6-(4-cyclopropyl-6-(difluoromethoxy)pyrimidin-5-yl)-1-(4-(1-ethyl-4-(trifluoromethyl)-1H-imidazol-2-yl)benzyl)-1H-pyrazolo[3,4-d]pyrimidine